C(C)C1(C(CC1)NC(=O)C=1N=C(SC1C)NC1=CC(=NC(=C1)F)F)CC N-(2,2-diethylcyclobutyl)-2-[(2,6-difluoro-4-pyridinyl)amino]-5-methyl-thiazole-4-carboxamide